fluoro-N-(4-methoxybenzyl)quinolin FC1N(C2=CC=CC=C2C=C1)CC1=CC=C(C=C1)OC